N1CCNCC1.OP(O)(=O)OP(=O)(O)O.OCC(CO)(CO)CO pentaerythritol pyrophosphate piperazine salt